COC(C1=C(C(=CC(=C1)O[C@H](C)[C@H](C)O)C=1SC(=CN1)C)F)=O.C(CCCCCCC=CC(=O)N)C=CC(=O)N heptylenebisacrylamide Methyl-2-fluoro-5-(((2R,3S)-3-hydroxybutan-2-yl)oxy)-3-(5-methylthiazol-2-yl)benzoate